(5R)-2-(6-ethyl-2-methylpyridin-3-yl)-5-methyl-6,7-dihydro-5H-pyrazolo[5,1-b][1,3]oxazine-3-carboxylic acid ethyl ester C(C)OC(=O)C=1C(=NN2C1O[C@@H](CC2)C)C=2C(=NC(=CC2)CC)C